C(C)(C)(C)C=1C=C(C(=C(C1)NC(NC1=CC=C(C2=CC=CC=C12)OC1=CC(=NC=C1)NC=1C=C(OCCOCN2N=C(C=C2)C)C=C(C1)OC)=O)OC)NS(=O)(=O)C 1-((2-(3-((4-((4-(3-(5-(tert-Butyl)-2-methoxy-3-(methylsulfonamido)phenyl)ureido)naphthalin-1-yl)oxy)pyridin-2-yl)amino)-5-methoxyphenoxy)ethoxy)methyl)-3-methyl-1H-pyrazol